ethylenebis(9-fluorenyl)zirconium dichloride C1=C[C]2[C]3C=CC=C[C]3[C]([C]2C=C1)CC[C]4[C]5C=CC=C[C]5[C]6[C]4C=CC=C6.Cl[Zr]Cl